ClCC(=O)N(C1=CC=C(C=C1)C1=CC=NO1)C(C(=O)NC1CCC(CC1)(F)F)C1=NC=CN=C1 2-chloro-N-(2-((4,4-difluorocyclohexyl)amino)-2-oxo-1-(pyrazin-2-yl)ethyl)-N-(4-(isoxazol-5-yl)phenyl)acetamide